3-(4-(2-(tert-butyl)phenyl)piperazin-1-yl)-3-oxopropanoic acid C(C)(C)(C)C1=C(C=CC=C1)N1CCN(CC1)C(CC(=O)O)=O